ONC(=N)C=1C=C2C(N(CC2=CC1)CCNC1=NC=CC2=CC=C(C=C12)C1=NOC(=N1)C)=O N-hydroxy-2-[2-[[7-(5-methyl-1,2,4-oxadiazol-3-yl)-1-isoquinolinyl]amino]ethyl]-3-oxo-isoindoline-5-carboxamidine